4-(4-carbamimidoylpiperazin-1-yl)-N-(4-(4-carbamimidoylpiperazin-1-yl)-3-methylphenyl)-2,6-difluorobenzamide C(N)(=N)N1CCN(CC1)C1=CC(=C(C(=O)NC2=CC(=C(C=C2)N2CCN(CC2)C(N)=N)C)C(=C1)F)F